C(C)(C)(C)OC(=O)N(C1=CC(=NC=2N1N=CC2C(C)C)NC[C@@H]2[C@H](CN(CC2)C(=O)OC(C)(C)C)O)[C@@H](C)C=2SC=C(N2)Cl Tert-butyl (3R,4R)-4-(((7-((tert-butoxycarbonyl) ((S)-1-(4-chlorothiazol-2-yl) ethyl) amino)-3-isopropylpyrazolo[1,5-a]pyrimidin-5-yl) amino) methyl)-3-hydroxypiperidine-1-carboxylate